4-(4-Methyl-3-penten-1-yl)-3-cyclohexencarbaldehyd CC(=CCCC1=CCC(CC1)C=O)C